C(C)(C)(C)P(F)C1CCCCC1 tert-butyl-cyclohexyl-fluorophosphine